O[C@H]1[C@@H](CNC1)NC(=O)N1CC2CC2C1 N-[(trans)-4-hydroxypyrrolidin-3-yl]-3-azabicyclo[3.1.0]hexane-3-carboxamide